4-(4-((tert-butyldimethylsilyl)oxy)butan-2-yl)-2-isopropylpyridin-3-amine [Si](C)(C)(C(C)(C)C)OCCC(C)C1=C(C(=NC=C1)C(C)C)N